1-[(2S,3S)-3-[tert-butyl(dimethyl)silyl]oxy-2-[(6-chloropyrazolo[3,4-d]pyrimidin-1-yl)methyl]pyrrolidin-1-yl]ethanone [Si](C)(C)(C(C)(C)C)O[C@@H]1[C@@H](N(CC1)C(C)=O)CN1N=CC=2C1=NC(=NC2)Cl